O=C1NC(CCC1C1=C(C=C(C=C1F)N1CCN(CC1)C1=CC=C(N=N1)C=O)F)=O 6-(4-(4-(2,6-dioxopiperidin-3-yl)-3,5-difluorophenyl)piperazin-1-yl)pyridazine-3-carbaldehyde